N-[6-(5-Chloro-2-Fluorophenyl)Pyridazin-4-yl]-7-[3-(4-Methylpiperazin-1-yl)Propoxy]Quinolin-4-Amin ClC=1C=CC(=C(C1)C1=CC(=CN=N1)NC1=CC=NC2=CC(=CC=C12)OCCCN1CCN(CC1)C)F